OC=1C=C(C(=O)N(C)C)C=CC1[N+](=O)[O-] 3-hydroxy-N,N-dimethyl-4-nitrobenzamide